NC1=CC(=C(C(=O)OC)C=C1S(=O)CC)OC methyl 4-amino-5-(ethylsulfinyl)-2-methoxybenzoate